1-(6-methoxypyridazin-3-yl)piperidine-4-carbaldehyde COC1=CC=C(N=N1)N1CCC(CC1)C=O